OC[C@H](C1=CC=CC=C1)NC1=CC(=NC=C1C1=NC(=NO1)C)NC1=CC=C2C(NN(C2=C1)C(C)C)=O (S)-6-((4-((2-hydroxy-1-phenylethyl)amino)-5-(3-methyl-1,2,4-oxadiazol-5-yl)pyridin-2-yl)amino)-1-isopropyl-1,2-dihydro-3H-indazol-3-one